tert-butyl 2-(7-bromo-2-((1s,4s)-4-(3-methoxy-4-methylphenylcarbamoyl)cyclohexyl)-3-oxoisoindolin-5-ylamino)ethyl(methyl)carbamate BrC=1C=C(C=C2C(N(CC12)C1CCC(CC1)C(NC1=CC(=C(C=C1)C)OC)=O)=O)NCCN(C(OC(C)(C)C)=O)C